4-[4-[1,1-bis(4-hydroxyphenyl)ethyl]-α,α-dimethylbenzyl]phenol OC1=CC=C(C=C1)C(C)(C1=CC=C(C=C1)O)C1=CC=C(C(C)(C)C2=CC=C(C=C2)O)C=C1